N-(Ethyl)glycin C(C)NCC(=O)O